COCCC=1N=NC(=NN1)C=C 3-(2-methoxyethyl)-6-vinyl-1,2,4,5-tetrazine